FC=1C=CC2=C([C@H]3[C@@H](O2)C3)C1CNC1=NC=C(C=3N1C=NN3)C3=CC1=C(S(C=C1)(=O)=O)C=C3 5-(5-((((1aS,6bS)-5-fluoro-1a,6b-dihydro-1H-cyclopropa[b]benzofuran-6-yl)methyl)amino)-[1,2,4]triazolo[4,3-c]pyrimidin-8-yl)benzo[b]thiophene 1,1-dioxide